FC=1C=C2CC[C@@H](CC2=C(C1)F)N[C@H](C(=O)NC=1N=CN(C1)C(CNCC(C)(C)C)(C)C)CCC (S)-2-(((S)-6,8-difluoro-1,2,3,4-tetrahydro-naphthalen-2-yl)amino)-N-(1-(2-methyl-1-(neopentylamino)propan-2-yl)-1H-imidazol-4-yl)pentanamide